(4-(3-ethoxyoxetan-3-yl)phenyl)(3-(4-(trifluoromethyl)phenyl)piperidin-1-yl)methanone C(C)OC1(COC1)C1=CC=C(C=C1)C(=O)N1CC(CCC1)C1=CC=C(C=C1)C(F)(F)F